C(=C)C(C(C)C=C)C divinylbutane